Naphthyridine-1,6-diamine N1(CC=CC2=CC(=CN=C12)N)N